3-chloro-N-((1S)-1-(1-(6-((ethyl(methyl)(oxo)-λ6-sulfaneylidene)amino)pyrimidin-4-yl)-1H-1,2,4-triazol-5-yl)ethyl)-5-(trifluoromethyl)benzamide ClC=1C=C(C(=O)N[C@@H](C)C2=NC=NN2C2=NC=NC(=C2)N=S(=O)(C)CC)C=C(C1)C(F)(F)F